CN1C2(C(C3=CC=CC=C13)(C)C)OC1=C(C=C2)C2=C(C=C1)C=CC=C2 1',3',3'-trimethyl-1',3'-dihydrospiro[benzo[f]benzopyran-3,2'-indole]